p-maleimidophenyl (butyrate) C(CCC)(=O)OC1=CC=C(C=C1)N1C(C=CC1=O)=O